COC1=CC(=NC(=N1)CC1=CC=CC=C1)OC dimethoxybenzyl-pyrimidine